C(CC=C)[C@@H]1CC(C(N1S(=O)(=O)C1=CC=C(C=C1)C)=O)CC (5R)-5-but-3-enyl-3-ethyl-1-(p-tolylsulfonyl)pyrrolidin-2-one